COC=1C=CC(=NC1)OC1CC(C1)NC (1r,3r)-3-((5-methoxypyridin-2-yl)oxy)-N-methylcyclobutan-1-amine